OC1=NC(=CC(=C1)[N+](=O)[O-])C(F)(F)F 2-hydroxy-4-nitro-6-trifluoromethylpyridine